(2S,3S,4R,5R)-3,4-Dihydroxy-N-((methyl-d3))-5-(6-((methyl-d3)amino)-2-(5-phenyl-Pyridin-3-yl)-9H-purin-9-yl)tetrahydrofuran-2-carboxamide O[C@@H]1[C@H](O[C@H]([C@@H]1O)N1C2=NC(=NC(=C2N=C1)NC([2H])([2H])[2H])C=1C=NC=C(C1)C1=CC=CC=C1)C(=O)NC([2H])([2H])[2H]